COCCON(C(OCC)=O)C ethyl 2-methoxyethoxy(methyl)carbamate